(3-chlorophenyl)(cyclopentyl)methanol ClC=1C=C(C=CC1)C(O)C1CCCC1